N-[2-[bis(2-hydroxyethyl)amino]ethyl]-N-(carboxymethyl)glycine OCCN(CCN(CC(=O)O)CC(=O)O)CCO